tri-n-octylammonium hydrogen sulfate S(=O)(=O)(O)[O-].C(CCCCCCC)[NH+](CCCCCCCC)CCCCCCCC